2-[2-Bromo-5-(ethylsulfanyl)-1-methyl-1H-imidazol-4-yl]-3-methyl-6-(trifluoromethyl)-3H-imidazo[4,5-b]pyridine BrC=1N(C(=C(N1)C1=NC=2C(=NC=C(C2)C(F)(F)F)N1C)SCC)C